1-(1H-benzo[d]imidazol-6-yl)-N-(3-(1,1-difluoropropyl)phenyl)-3-methyl-5-oxo-4,5-dihydro-1H-pyrazole-4-carboxamide N1C=NC2=C1C=C(C=C2)N2N=C(C(C2=O)C(=O)NC2=CC(=CC=C2)C(CC)(F)F)C